C(#N)C1=C(C=CC=C1)[C@H]([C@H](C)C=1N(C(C(=C(N1)C(=O)NC=1C=NOC1)O)=O)C)C=1C(=NN(C1)C)C 2-((1s,2s)-1-(2-cyanophenyl)-1-(1,3-dimethyl-1H-pyrazol-4-yl)propan-2-yl)-5-hydroxy-N-(isoxazol-4-yl)-1-methyl-6-oxo-1,6-dihydropyrimidine-4-carboxamide